ClC1=C(C=NN=C2NC(CC(N2)=O)C2=CC=CC=C2)C=CC=C1 2-((2-chlorobenzylidene)hydrazineylidene)-6-phenyltetrahydropyrimidin-4(1H)-one